O=C1C2(CCN(C2)C2=CC=C(C=N2)C(=O)OC(C)(C)C)CCCC(N1)=O tert-Butyl 6-(6,8-dioxo-2,7-diazaspiro[4.6]undecan-2-yl)pyridine-3-carboxylate